[2,6-bis(2,6-diisopropyloxyphenyl)phenyl]-tert-butylcyclohexylphosphine C(C)(C)OC1=C(C(=CC=C1)OC(C)C)C1=C(C(=CC=C1)C1=C(C=CC=C1OC(C)C)OC(C)C)P(C1CCCCC1)C(C)(C)C